C1(CC1)S(=O)(=O)N1C[C@H]([C@@H](CC1)NC1=NN2C(C=N1)=C(C=C2C2=C(C=C(C=C2)F)F)F)O (3R,4R)-1-(cyclopropylsulfonyl)-4-((7-(2,4-difluorophenyl)-5-fluoropyrrolo[2,1-f][1,2,4]triazin-2-yl)amino)piperidin-3-ol